Methyliodomethyldiacetyloxysilan C[Si](OC(C)=O)(OC(C)=O)CI